BrC=1C(=C(C(=O)N[C@@H](CCOCCCCC2=NC=3NCCCC3C=C2)C(=O)O)C(=CC1)C)C N-(3-bromo-2,6-dimethylbenzoyl)-O-(4-(5,6,7,8-tetrahydro-1,8-naphthyridin-2-yl)butyl)-L-homoserine